C(C(C)C)C1=CC(=NN1C1C[C@H]2CC[C@@H](C1)N2CC(F)(F)F)NC2=C(C(=O)O)C=C(C=N2)C=2SC=CC2 2-((5-isobutyl-1-((1R,3s,5S)-8-(2,2,2-trifluoroethyl)-8-azabicyclo[3.2.1]octan-3-yl)-1H-pyrazol-3-yl)amino)-5-(thiophen-2-yl)nicotinic acid